C(C)N(C=1C2=C(N=CN1)C(=CS2)C(=O)N(C)C)/N=C/C=2C=CC1=C(COB1O)C2 4-[ethyl-[(E)-(1-hydroxy-3H-2,1-benzoxaborol-5-yl)methyleneamino]amino]-N,N-dimethyl-thieno[3,2-d]pyrimidine-7-carboxamide